COC1=CC=C(C(C2=CC=CC=C2)(C2=CC=CC=C2)SCNCC2=C(C(=O)[O-])C=CC=C2)C=C1 2-{{[(4-methoxytrityl)thio]methylamino}methyl}benzoate